2-amino-2-indancarboxylic acid NC1(CC2=CC=CC=C2C1)C(=O)O